COC1=C(C=C(C(=C1)[C@H]1N(OCC1)C)C=1C=NN(C1)C)NC=1N=C(C2=C(N1)NC=C2)NC=2C(=C1N=CC=NC1=CC2)P(C)(C)=O (S)-(6-((2-((2-methoxy-5-(1-methyl-1H-pyrazol-4-yl)-4-(2-methylisoxazolidin-3-yl)Phenyl)amino)-7H-pyrrolo[2,3-d]pyrimidin-4-yl)amino)quinoxalin-5-yl)dimethylphosphine oxide